BrC1=CC=C(S1)C1(CC2COCC(C1)N2C(=O)OC(C)(C)C)O tert-butyl 7-(5-bromothiophen-2-yl)-7-hydroxy-3-oxa-9-azabicyclo[3.3.1]nonane-9-carboxylate